C1(CC1)N1CCN(CC1)C=1C=C(C(=NC1)[C@H](C)OC)C=1N(C2=CC=C(C=C2C1CC(CO)(C)C)B(O)O)CCOC1CCOCC1 (S)-(2-(5-(4-cyclopropylpiperazin-1-yl)-2-(1-methoxyethyl)pyridin-3-yl)-3-(3-hydroxy-2,2-dimethylpropyl)-1-(2-((tetrahydro-2H-pyran-4-yl)oxy)ethyl)-1H-indol-5-yl)boronic acid